O=C1C2(CCN(CC2)CC(=O)OC(C)(C)C)CCCC(N1)=O tert-Butyl 2-(7,9-dioxo-3,8-diazaspiro[5.6]dodecan-3-yl)acetate